tert-butyl (4-((4-(bis(2,4-dimethoxybenzyl)amino)-2-butyl-7-(pyrrolidin-1-yl)-1H-imidazo[4,5-d]pyridazin-1-yl)methyl)benzyl)carbamate COC1=C(CN(C2=C3C(=C(N=N2)N2CCCC2)N(C(=N3)CCCC)CC3=CC=C(CNC(OC(C)(C)C)=O)C=C3)CC3=C(C=C(C=C3)OC)OC)C=CC(=C1)OC